CN1CC(OCC1=O)C(=O)O[Li] lithio 4-methyl-5-oxomorpholine-2-carboxylate